p-Toluenesulfonylmethyl isonitrile CC1=CC=C(C=C1)S(=O)(=O)C[N+]#[C-]